(S)-2-((5-(2H-1,2,3-triazol-2-yl)pyridin-2-yl)methyl)-N-(1-cyclopropylethyl)oxazole-4-carboxamide N=1N(N=CC1)C=1C=CC(=NC1)CC=1OC=C(N1)C(=O)N[C@@H](C)C1CC1